(4,5-dimethylthiazol-2-yl)(phenyl)methyl-6-bromo-2-oxo-2H-chromene-3-carboxylic acid methyl ester COC(=O)C=1C(OC2=CC=C(C(=C2C1CC1=CC=CC=C1)C=1SC(=C(N1)C)C)Br)=O